OC(C)N(C1=CC=C(C=C1)C)C(C)O N,N-di(1-hydroxyethyl)-p-toluidine